BrC=1N=C(SC1)C[C@@H](C(=O)OC)NC(=O)OC(C)(C)C methyl (2S)-3-(4-bromothiazol-2-yl)-2-(tert-butoxycarbonylamino)propanoate